CC(=CCC(=O)O)C The molecule is a methyl-branched chain fatty acid that is pent-3-enoic acid substituted by a methyl group at position 4. It has a role as a bacterial metabolite. It is a methyl-branched fatty acid, a volatile organic compound, a monounsaturated fatty acid and a short-chain fatty acid.